2,3,4,9-tetrahydro-1H-1lambda3-pyrido[3,4-b]Indole-3-carboxylic acid methyl ester COC(=O)C1CC2=C(NC3=CC=CC=C23)[CH]N1